O(C1=CC=CC=C1)C1=CC(=C(C(=C1)C(C)C)NC(=S)N)C(C)C 4-phenoxy-2,6-diisopropylphenylthiourea